BrC=1C=CC=C2CCCOC12 8-Bromochromane